[N+](=O)([O-])[O-].[Zr+2].[N+](=O)([O-])[O-] zirconium(II) nitrate